C(C1=CC=CC=C1)OC(=O)N1CC(OCCC1)S(=O)(=O)C (methylsulfonyl)-1,4-oxaazepane-4-carboxylic acid benzyl ester